4-(2-chloro-4-fluorophenyl)-7-(3-methoxypyrrolidin-1-yl)-2H-pyrano[2,3-b]pyridin-2-one ClC1=C(C=CC(=C1)F)C1=CC(OC2=NC(=CC=C21)N2CC(CC2)OC)=O